C1(CC1)N1N=CC(=C1)C=1C=CC=2N(C(C(=C(N2)NC2=C(C=C(C=C2)S(=O)(=O)N2CCN(CC2)CCCCN2CCN(CC2)C(=O)OCCCC)F)C)=O)C1 butyl 4-(4-(4-((4-((7-(1-cyclopropyl-1H-pyrazol-4-yl)-3-methyl-4-oxo-4H-pyrido[1,2-a]pyrimidin-2-yl)amino)-3-fluorophenyl)sulfonyl)piperazin-1-yl)butyl)piperazine-1-carboxylate